BrC=1C=C2C(=NC1)N(C(=N2)N)CC2=CC(=C(C=C2)OCC2=CC=C(C=C2)OC)OC 6-bromo-3-(3-methoxy-4-(4-methoxybenzyloxy)benzyl)-3H-imidazo[4,5-b]Pyridin-2-amine